1,1,1,4,4,4-hexafluoro-2,3-dimethyl-but-2-ene FC(C(=C(C(F)(F)F)C)C)(F)F